Cl.N1N=CC=C1 Pyrazole HCl salt